2-chloro-9-({4-[5-cyclopropyl-3-(trifluoromethyl)pyrazol-1-yl]phenyl}methyl)-7H-purin-8-one ClC1=NC=C2NC(N(C2=N1)CC1=CC=C(C=C1)N1N=C(C=C1C1CC1)C(F)(F)F)=O